octyl 2-(formyloxy)acetate C(=O)OCC(=O)OCCCCCCCC